CC(CNC=1SC2=C(N1)C=CC(=C2)N2S(CCC2)(=O)=O)CNC2=NC=C(C=N2)SC 2-(2-((2-Methyl-3-((5-(methylthio)pyrimidin-2-yl)amino)propyl)amino)benzo[d]thiazol-6-yl)isothiazolidine 1,1-dioxide